2-cyclopropyl-2-[(phenylcarbamoyl)amino]butanoic acid C1(CC1)C(C(=O)O)(CC)NC(NC1=CC=CC=C1)=O